O(C1=CC=CC=C1)C1=CC=C(C=C1)B(O)O (4-phenoxyphenyl)boronic acid